N-[6-(5-chloro-1,3-benzoxazol-2-yl)spiro[3.3]heptane-2-yl]-1,1-dioxo-1,2-thiazolidine-3-carboxamide ClC=1C=CC2=C(N=C(O2)C2CC3(CC(C3)NC(=O)C3NS(CC3)(=O)=O)C2)C1